genistein 4'-O-phosphate P(=O)(O)(O)OC1=CC=C(C2=COC=3C=C(C=C(C3C2=O)O)O)C=C1